3,5',5,5'-Tetranitrobenzidine [N+](=O)([O-])C=1C=C(C=C(C1N)[N+](=O)[O-])C=1C=CC(N)C(C1)([N+](=O)[O-])[N+](=O)[O-]